OC1=C(C2=C(NN=N2)C=C1)[NH3+] Hydroxy-benzo-triazolAminium